1-(4-hydroxyphenyl)-1H-tetrazol OC1=CC=C(C=C1)N1N=NN=C1